ClCC=1C=NC=C(C#N)C1 5-(chloromethyl)nicotinnitrile